COC1=CC2=C(S1)C=CC=C2 2-methoxybenzo[b]thiophene